C1(=CC(=CC=C1)S(=O)(=O)[O-])C1=CC=CC=C1 r-biphenyl-3-sulfonate